CC1=C(C=C(CNC(C(=O)O)=O)C=C1)C(F)(F)F 2-((4-methyl-3-(trifluoromethyl)benzyl)amino)-2-oxoacetic acid